{[(2S,4S)-4-[(2-{[(5-cyanopyridin-2-yl)oxy]methyl}pyrimidin-4-yl)oxy]-2-methylpiperidin-1-yl]methyl}-4-fluoro-1-{[(2S)-oxetan-2-yl]methyl}-1H-1,3-benzodiazole-6-carboxylic acid C(#N)C=1C=CC(=NC1)OCC1=NC=CC(=N1)O[C@@H]1C[C@@H](N(CC1)CC1=NC2=C(N1C[C@H]1OCC1)C=C(C=C2F)C(=O)O)C